N,N-di(β-hydroxyethyl)adipamide OCCN(C(CCCCC(=O)N)=O)CCO